6-((3,4-dihydroquinolin-1(2H)-yl)methyl)-N2-(p-tolyl)-1,3,5-triazine-2,4-diamine N1(CCCC2=CC=CC=C12)CC1=NC(=NC(=N1)NC1=CC=C(C=C1)C)N